ClC1=CC=C(C=C1)C=1N=C2N(C=CC=C2)C1CN1CC2CCC(C1)N2C(=O)NC2=C(C=CC=C2)C 3-{[2-(4-chlorophenyl)imidazo[1,2-a]pyridin-3-yl]methyl}-N-(2-methylphenyl)-3,8-diazabicyclo[3.2.1]octane-8-carboxamide